6-[[2-(dimethylamino)ethyl]amino]-3-hydroxy-7H-indeno[2,1-c]quinolin-7-one CN(CCNC1=NC2=CC(=CC=C2C2=C1C(C1=CC=CC=C12)=O)O)C